1-(3-(benzo[d][1,3]dioxol-5-yl)-6-(3-(2,2,2-trifluoroethoxy)propyl)pyrazin-2-yl)piperidine-4-carboxylic acid O1COC2=C1C=CC(=C2)C=2C(=NC(=CN2)CCCOCC(F)(F)F)N2CCC(CC2)C(=O)O